copper-zinc silicon [Si].[Zn].[Cu]